BrC1=CC(=NC=C1)OCP(=O)(C)C 4-bromo-2-[(dimethylphosphoryl)methoxy]pyridine